C(C\C=C\CC)[Li] (3E)-3-hexenyl-lithium